2-[[7-amino-4-(3-methyl-1,2-benzoxazol-5-yl)-1-oxo-isoindolin-2-yl]methyl]-3-methoxy-propanenitrile NC=1C=CC(=C2CN(C(C12)=O)CC(C#N)COC)C=1C=CC2=C(C(=NO2)C)C1